C(C)(C)NC(=O)O[C@H]1C[C@H](CC1)C1=CC(=NN1)NC(OCCC1=C(C(=CC=C1)O)C=O)=O 2-(2-formyl-3-hydroxyphenyl)ethyl N-{5-[(1S,3R)-3-[(isopropyl carbamoyl)oxy]cyclopentyl]-1H-pyrazol-3-yl}carbamate